(4-bromo-3-((cyclopentyloxy)methyl)phenoxy)tetrahydro-2H-pyran-4-carboxylic acid BrC1=C(C=C(OC2OCCC(C2)C(=O)O)C=C1)COC1CCCC1